tert-butyl 4-[4-(4-{2,5-difluoro-3-[(pyrrolidine-1-sulfonyl)amino]phenyl}-3-(pyridin-4-yl)pyrazol-1-yl)-3-fluorophenyl]piperazine-1-carboxylate FC1=C(C=C(C=C1NS(=O)(=O)N1CCCC1)F)C=1C(=NN(C1)C1=C(C=C(C=C1)N1CCN(CC1)C(=O)OC(C)(C)C)F)C1=CC=NC=C1